OC1=CC2=C(C(=CO2)C(=O)N)C=C1 6-hydroxybenzofuran-3-carboxamide